Cl.Cl.ClC1=CC2=C(N(C=N2)CCC[C@H]2NCCC[C@@H]2O)C=C1Cl (2R,3S)-2-(3-(5,6-dichloro-1H-benzo[d]imidazol-1-yl)propyl)piperidin-3-ol dihydrochloride